O=C1C=C2N(C=3N1N=CN3)C(CC2)C(=O)NC2=CC=C(C=C2)C(F)(F)F 5-oxo-N-(4-(trifluoromethyl)phenyl)-5,7,8,9-tetrahydropyrrolo[1,2-c][1,2,4]triazolo[1,5-a]pyrimidine-9-carboxamide